FC1=CC(=C(C=C1)C1=NC=C(C(=N1)N1CC2(C1)CN(C2)CC2CCOCC2)N)C=2C(=NOC2C(C)C)C (4-fluoro-2-(5-isopropyl-3-methylisoxazol-4-yl)phenyl)-4-(6-((tetrahydro-2H-pyran-4-yl)methyl)-2,6-diazaspiro[3.3]heptan-2-yl)pyrimidin-5-amine